CC1=C(N2C(=O)C3=C(N(C2=N1)C)N(C=N3)[C@H]4[C@@H]([C@@H]([C@H](O4)COP(=O)(O)O)O)O)CC[C@@H](C(=O)OC)NC(=O)OC The molecule is a ribonucleotide that is the 5'-monophosphate derivative of wybutosine. It is a ribonucleotide, a methyl ester, a carbamate ester and an organic heterotricyclic compound. It derives from a guanosine 5'-monophosphate.